6-chloro-1-(1,5-dimethyl-1H-1,2,3-triazol-4-yl)-4-isopropyl-2,7-naphthyridine ClC=1C=C2C(=CN=C(C2=CN1)C=1N=NN(C1C)C)C(C)C